4-((8-(5-chlorobenzofuran-2-yl)-2,3-dihydro-4H-pyrido[4,3-b][1,4]oxazin-4-yl)sulfonyl)-benzonitrile ClC=1C=CC2=C(C=C(O2)C2=CN=CC3=C2OCCN3S(=O)(=O)C3=CC=C(C#N)C=C3)C1